potassium (4-iodophenyl)trifluoroborate IC1=CC=C(C=C1)[B-](F)(F)F.[K+]